ONCC1=CC=C(C=C1)NC1=CC=C(C=C1)N1C(C=CC=C1)=O 1-(4-((4-((hydroxyamino)methyl)phenyl)amino)phenyl)pyridin-2(1H)-one